FC1(CC(C1)C1=NN(C(=C1C(C)C)NC(OCC(F)(F)F)=O)C)F 2,2,2-trifluoroethyl (3-(3,3-difluorocyclobutyl)-4-isopropyl-1-methyl-1H-pyrazol-5-yl)carbamate